4-[3-(4,5-dichloro-6-methoxy-1-methyl-1H-indole-2-amido)oxetan-3-yl]-3-methylbenzoic acid ClC1=C2C=C(N(C2=CC(=C1Cl)OC)C)C(=O)NC1(COC1)C1=C(C=C(C(=O)O)C=C1)C